FC1(CC2(CC1)CN(CCC2)C=2C1=C(N=C(N2)OC[C@]23CCCN3C[C@@H](C2)F)C(=C(N=C1)C1=CC(=CC2=CC=C(C(=C12)CC)F)O)F)F 4-(4-(2,2-difluoro-7-azaspiro[4.5]decan-7-yl)-8-fluoro-2-(((2R,7aS)-2-fluorohexahydro-1H-pyrrolizin-7a-yl)methoxy)pyrido[4,3-d]pyrimidin-7-yl)-5-ethyl-6-fluoronaphthalen-2-ol